3-(2-((tert-butylcarbonyl)amino)ethoxy)propionic acid C(C)(C)(C)C(=O)NCCOCCC(=O)O